NC=1C2=C(N=CN1)C=CC(=N2)C=2C=C(C=CC2)C#C[C@@](C)(O)C2=NOC(=C2)C (R)-4-(3-(4-aminopyrido[3,2-d]pyrimidin-6-yl)phenyl)-2-(5-methylisoxazol-3-yl)but-3-yn-2-ol